6-xylylisocyanate C1=C(C(=CC=C1N=C=O)C)C